2-(2-Ethyl-6-methoxy-9-oxopyrazolo[1,5-a]pyrido[2,3-d]pyrimidin-4(9H)-yl)-N-(5-fluoropyridin-2-yl)acetamide ethyl-5-bromo-6-methylpyrazolo[1,5-a]pyridine-3-carboxylate C(C)OC(=O)C=1C=NN2C1C=C(C(=C2)C)Br.C(C)C2=NN1C(N(C3=C(C1=O)C=CC(=N3)OC)CC(=O)NC3=NC=C(C=C3)F)=C2